3-benzyl-chroman-4-one C(C1=CC=CC=C1)C1COC2=CC=CC=C2C1=O